(S)-N-(1-methyl-3-(2-methyl-7-(methylthio)-2,3-dihydro-[1,4]dioxino[2,3-c]pyridin-5-yl)-1H-pyrrolo[2,3-c]pyridin-5-yl)acetamide CN1C=C(C=2C1=CN=C(C2)NC(C)=O)C2=NC(=CC1=C2OC[C@@H](O1)C)SC